tert-butyl (2-fluoro-6-methoxy-4-(methylsulfonyl)phenyl)(prop-2-yn-1-yl)carbamate FC1=C(C(=CC(=C1)S(=O)(=O)C)OC)N(C(OC(C)(C)C)=O)CC#C